FC=1C=CC=2CC(C2C1)NC(=O)C1(CCC1)C1=CC=C(C=C1)[N+](=O)[O-] N-(4-fluorobicyclo[4.2.0]octa-1(6),2,4-trien-7-yl)-1-(4-nitrophenyl)cyclobutanecarboxamide